C(C(=O)O)(=O)O.O1CCC12CCNCC2.O2CCC21CCNCC1 1-oxa-7-azaspiro[3.5]nonane hemioxalate